N=1N=C(NC1)C1=CC=C(C=C1)NC1=NC(=NC=C1)N1CCNCC1 N-(4-(4H-1,2,4-triazol-3-yl)phenyl)-2-(piperazin-1-yl)pyrimidin-4-amine